(R)-1-((3,3-difluorocyclobutyl)methyl)-4-(5-methylthiazol-2-yl)-N-(1-(2-(trifluoromethyl)pyrimidin-5-yl)ethyl)-1H-indazole-6-carboxamide FC1(CC(C1)CN1N=CC2=C(C=C(C=C12)C(=O)N[C@H](C)C=1C=NC(=NC1)C(F)(F)F)C=1SC(=CN1)C)F